tert-Butyl (2-(benzyloxy)-4-cyclopropyl-6-methylphenyl)carbamate C(C1=CC=CC=C1)OC1=C(C(=CC(=C1)C1CC1)C)NC(OC(C)(C)C)=O